Di-tert-butyl-diazene C(C)(C)(C)N=NC(C)(C)C